3-Acetyl-N-(4-methyl-1,1-dioxidotetrahydro-2H-thiopyran-4-yl)-5-((3-(2,2,2-trifluoroethoxy)pyridin-2-yl)oxy)pyrazolo[1,5-a]pyridine-2-carboxamide C(C)(=O)C=1C(=NN2C1C=C(C=C2)OC2=NC=CC=C2OCC(F)(F)F)C(=O)NC2(CCS(CC2)(=O)=O)C